5-[4-[(E)-3-(3-Ethoxy-4-hydroxyphenyl)prop-2-enoyl]phenyl]furan-2-carboxylic acid C(C)OC=1C=C(C=CC1O)/C=C/C(=O)C1=CC=C(C=C1)C1=CC=C(O1)C(=O)O